C1(CCC1)C#CC=1C=C(OC2=C(N=NN2)C(=O)O)C=CC1SC 5-(3-(cyclobutylethynyl)-4-(methylthio)phenoxy)-1H-1,2,3-triazole-4-carboxylic acid